1-(2,5-diazaspiro[3.5]non-2-yl)ethan-1-one C1N(CC12NCCCC2)C(C)=O